2-butyl-2-ethyl-1,3-propanediol isopropyl-(S)-6-(3-((benzyloxy)methyl)-4-ethyl-5-oxo-4,5-dihydro-1H-1,2,4-triazol-1-yl)-5-fluoro-2-((1,1,1-trifluoropropan-2-yl)oxy)nicotinate C(C)(C)C1=C(C(=NC(=C1C(=O)OCC(CO)(CC)CCCC)O[C@H](C(F)(F)F)C)N1N=C(N(C1=O)CC)COCC1=CC=CC=C1)F